diacetylene lead [Pb].C#C.C#C